2-[1-(cyclopropylmethyl)-6-[(1R)-1-(pyrimidin-2-ylamino)ethyl]pyrrolo[2,3-b]pyridin-2-yl]-5-methoxy-3-methyl-imidazo[1,2-a]pyridine-7-carboxylic acid C1(CC1)CN1C(=CC=2C1=NC(=CC2)[C@@H](C)NC2=NC=CC=N2)C=2N=C1N(C(=CC(=C1)C(=O)O)OC)C2C